CC(CCCCCC)C(C(CCCC)CC)P([O-])([O-])=O.[Nd+3].CC(CCCCCC)C(C(CCCC)CC)P([O-])([O-])=O.CC(CCCCCC)C(C(CCCC)CC)P([O-])([O-])=O.[Nd+3] neodymium (1-methylheptyl)((2-ethylhexyl)phosphonate)